N,N-dimethyl-2,6-dimethylpiperidinium C[N+]1(C(CCCC1C)C)C